N-Methyl-3-((7-(3-methylisoxazol-4-yl)-4-oxoquinazolin-3(4H)-yl)methyl)benzamide CNC(C1=CC(=CC=C1)CN1C=NC2=CC(=CC=C2C1=O)C=1C(=NOC1)C)=O